Methyl 2-(4-(4-hydroxyphenyl)piperazin-1-yl)-2-phenylacetate OC1=CC=C(C=C1)N1CCN(CC1)C(C(=O)OC)C1=CC=CC=C1